SCSC(SCSSCSCC1SC=CCS1)C(SCSC(C(SCS)SCS)SCS)SCS 2-[3,4,8,9-tetrakis(mercaptomethylthio)-11-mercapto-2,5,7,10-tetrathiaundecylthio]mercaptomethylthiomethyl-1,3-dithiine